2-(6-(trifluoromethyl)pyridin-3-yl)-2,8-diazaspiro[4.5]decan-3-one FC(C1=CC=C(C=N1)N1CC2(CC1=O)CCNCC2)(F)F